C1(=CC(=CC=C1)CCCCCCCCCCCCCCCCCCC(=O)N)CCCCCCCCCCCCCCCCCCC(=O)N m-xylylenebisstearic amide